chloroethyl acrylate (chloroethyl acrylate) ClCCC(C(=O)O)=C.C(C=C)(=O)OCCCl